CC(CN)(CN)C 2,2-dimethyl-propane-1,3-diamine